The molecule is an N-acyl-L-alanine resulting from the formal condensation of carboxy group of isovaleric acid with the amino group of L-alanine. It has a role as a human blood serum metabolite. It derives from an isovaleric acid. C[C@@H](C(=O)O)NC(=O)CC(C)C